2-((1s,2r)-1-(2-cyano-5-fluorophenyl)-1-(1-ethyl-1H-pyrazol-4-yl)propan-2-yl)-5-hydroxy-N-(isoxazol-4-yl)-1-methyl-6-oxo-1,6-dihydropyrimidine-4-carboxamide C(#N)C1=C(C=C(C=C1)F)[C@H]([C@@H](C)C=1N(C(C(=C(N1)C(=O)NC=1C=NOC1)O)=O)C)C=1C=NN(C1)CC